(R)-(4-chloro-3,5-difluoro-1H-indol-2-yl)(4-(4,4-dimethyloxetane-2-carbonyl)piperazin-1-yl)methanone ClC1=C2C(=C(NC2=CC=C1F)C(=O)N1CCN(CC1)C(=O)[C@@H]1OC(C1)(C)C)F